4-allyl-1,2-dichlorobenzene C(C=C)C1=CC(=C(C=C1)Cl)Cl